C1(O)=C(O)C(O)=CC=C1 (-)-pyrogallol